4-(5-((4-(benzyloxy)benzyl)thio)-4-phenethyl-4H-1,2,4-triazol-3-yl)-N,N-dimethylaniline C(C1=CC=CC=C1)OC1=CC=C(CSC=2N(C(=NN2)C2=CC=C(N(C)C)C=C2)CCC2=CC=CC=C2)C=C1